1,4-dihydropyridine-3-carboxylic acid N1C=C(CC=C1)C(=O)O